CN(CCS(=O)(=O)[O-])CCCCCCCC\C=C/CCCCCCCC.[Na+] sodium N-methyl-N-oleyltaurate